NCCOCCOCCOCCOC[C@@H]1OC[C@H]([C@@H]([C@@H]1O)O)NC1=NC(=CN=C1)C(F)(F)F (2S,3S,4S,5R)-2-(13-amino-2,5,8,11-tetraoxatridecyl)-5-((6-(trifluoromethyl)pyrazin-2-yl)amino)tetrahydro-2H-pyran-3,4-diol